3-(3-(3-(2-(2-fluoro-5-((6-fluoro-4-methyl-1H-indol-5-yl)oxy)phenyl)-1H-imidazol-5-yl)pentan-3-yl)phenyl)propanoic acid FC1=C(C=C(C=C1)OC=1C(=C2C=CNC2=CC1F)C)C=1NC(=CN1)C(CC)(CC)C=1C=C(C=CC1)CCC(=O)O